7-(bromomethyl)-3-ethyl-1H-1,5-naphthyridin-2-one BrCC1=CN=C2C=C(C(NC2=C1)=O)CC